CN(C([C@H](CSCC(=O)O)N(C)C(=O)OCC1C2=CC=CC=C2C=2C=CC=CC12)=O)C (2R)-3-(dimethylamino)-2-[9H-fluoren-9-ylmethoxycarbonyl(methyl)amino]-3-oxo-propylsulfanylacetic acid